(2-(4-(2-methoxyphenyl)-6-methylnicotinamido)thiazolo[4,5-b]pyridin-6-yl)boronic acid COC1=C(C=CC=C1)C1=CC(=NC=C1C(=O)NC=1SC=2C(=NC=C(C2)B(O)O)N1)C